4-[5-benzyloxy-1-(4-fluoro-3-methyl-phenyl)-2-isopropyl-indol-3-yl]-4-hydroxy-but-2-ynoic acid methyl ester COC(C#CC(O)C1=C(N(C2=CC=C(C=C12)OCC1=CC=CC=C1)C1=CC(=C(C=C1)F)C)C(C)C)=O